OCCC1(CC1)C#N 1-(2-hydroxyethyl)cyclopropane-1-carbonitrile